C(C=C)(=O)OCCCC[Si](OC)(OC)OC acryloxybutyl-trimethoxysilane